(3'-fluoro-6-methyl-[2,2'-bipyridine]-3-yl)((1S,4R,6R)-6-((5-(trifluoromethyl)pyridin-2-yl)oxy)-2-azabicyclo[2.2.1]hept-2-yl)methanone FC=1C(=NC=CC1)C1=NC(=CC=C1C(=O)N1[C@@H]2[C@@H](C[C@H](C1)C2)OC2=NC=C(C=C2)C(F)(F)F)C